N-(4-chloropyridin-2-yl)thiazol ClC1=CC(=NC=C1)N1CSC=C1